The molecule is an iminium salt composed of 6-(diethylamino)-N,N-diethyl-3H-xanthen-3-iminium and tetrachloroferrate ions ia 1:1 ratio. Depending on the mode of manufacture, pyronin B also exists in the form of a chloride salt. It has a role as a histological dye. It is an iminium salt and an iron coordination entity. It contains a tetrachloroferrate(1-) and a pyronin B(1+). CCN(CC)C1=CC2=C(C=C1)C=C3C=CC(=[N+](CC)CC)C=C3O2.Cl[Fe-](Cl)(Cl)Cl